CC=1N=C(C2=C(N1)SC1=C2CCC1)C=1CCN(CC1)CC=1C=C2CN(C(C2=CC1)=O)N1C(NC(CC1)=O)=O 1-(5-((4-(2-methyl-6,7-dihydro-5H-cyclopenta[4,5]thieno[2,3-d]pyrimidin-4-yl)-3,6-dihydropyridin-1(2H)-yl)methyl)-1-oxoisoindolin-2-yl)dihydropyrimidine-2,4(1H,3H)-dione